S1C=C(C=C1)CCO 3-thiopheneethanol